N-(2-((2R,3S)-1,2-dimethylpiperidin-3-yl)-5-fluorothieno[2,3-b]pyridin-4-yl)-6-fluorobenzo[d]thiazol-5-amine CN1[C@@H]([C@H](CCC1)C1=CC=2C(=NC=C(C2NC=2C(=CC3=C(N=CS3)C2)F)F)S1)C